FC(CN1N=NC2=C1C=C(C=C2)C=2C=CN1N=C(N=C(C12)OC)NC1CCC(CC1)(O)C(F)(F)F)F (1r,4r)-4-((5-(1-(2,2-difluoroethyl)-1H-benzo[d][1,2,3]triazol-6-yl)-4-methoxypyrrolo[2,1-f][1,2,4]triazin-2-yl)amino)-1-(trifluoromethyl)cyclohexan-1-ol